NC=1N=NC(=CC1N1C[C@H](OCC1)C1=CC=C(C(=O)N2CCC(CC2)(F)CN2CCC(CC2)C2=CN(C3=CC(=CC=C23)N2CNCC=C2)C2CCC2)C=C1)C1=C(C=CC=C1)O (R)-1-(3-(1-((1-(4-(4-(3-Amino-6-(2-hydroxyphenyl)pyridazin-4-yl)morpholin-2-yl)benzoyl)-4-fluoropiperidin-4-yl)methyl)piperidin-4-yl)-1-cyclobutyl-1H-indol-6-yl)dihydropyrimidine